C([C@@H]1[C@@H]([C@@H]([C@H]([C@H](O1)O[C@@H]2[C@H]([C@@H]([C@H](O[C@@H]2OCC(CO)O)CO)O)O)O)O)O)O The molecule is a glycosylglycerol that is 1-O-(alpha-D-glucosyl)glycerol in which the hydroxy group at position 2 of the glucose ring has been converted to the corresponding alpha-D-galactopyranoside. It derives from a 1-O-(alpha-D-glucosyl)glycerol.